CC1=C(C(=O)NC2=NC=C(C=C2)[N+](=O)[O-])C=CC=C1 2-methyl-N-(5-nitropyridin-2-yl)benzamide